sodium naphthalenesulphonate salt C1(=CC=CC2=CC=CC=C12)S(=O)(=O)[O-].[Na+]